FC=1C=C(C=C(C1)F)C1=NOC(C1)(C(=O)N[C@H]1C=C[C@H](C1)C(=O)N1OCCCC1)C(F)(F)F 3-(3,5-difluorophenyl)-N-[(1R,4S)-4-(oxazinan-2-ylcarbonyl)cyclopent-2-en-1-yl]-5-(trifluoromethyl)-4H-1,2-oxazole-5-carboxamide